CN1CCN(CCC1)S(=O)(=O)C=1C(=NC=C(C1)[N+](=O)[O-])C 1-methyl-4-((2-methyl-5-nitropyridin-3-yl)sulfonyl)-1,4-diazepane